COC(CCC(=O)OC)=O.OCCN1C(CC(CC1(C)C)O)(C)C 1-(2-hydroxyethyl)-4-hydroxy-2,2,6,6-tetramethylpiperidine dimethyl-succinate